2-[4-chloro-5-(2-hydroxyethyl)-6-oxo-pyridazin-1-yl]-N-[3-(dimethylsulfamoyl)-4-methyl-phenyl]acetamide ClC=1C=NN(C(C1CCO)=O)CC(=O)NC1=CC(=C(C=C1)C)S(N(C)C)(=O)=O